(Z)-S-(2-(N-((4-amino-2-methylpyrimidin-5-yl) methyl) formamido)-5-(phosphonooxy) pent-2-en-3-yl) 2,2-dimethylbutanethioate CC(C(S\C(=C(\C)/N(C=O)CC=1C(=NC(=NC1)C)N)\CCOP(=O)(O)O)=O)(CC)C